N-methyl-2-[(5-phenyl-1,2,4-triazin-3-yl)sulfanyl]propanamide CNC(C(C)SC=1N=NC=C(N1)C1=CC=CC=C1)=O